N-methyl-N-(trifluoromethyl-phenyl)pivalamide CN(C(C(C)(C)C)=O)C1=C(C=CC=C1)C(F)(F)F